(S)-2-((7-((5-chloropyridin-2-yl)methoxy)-3,4-dihydroisoquinolin-2(1H)-yl)methyl)-1-((oxetan-2-yl)methyl)-1H-benzo[d]imidazole-6-carboxylic acid ClC=1C=CC(=NC1)COC1=CC=C2CCN(CC2=C1)CC1=NC2=C(N1C[C@H]1OCC1)C=C(C=C2)C(=O)O